O=S1(N(CC(N1)=O)C=1C(=C(C=CC1O)C#CC(C)NS(=O)(=O)C)F)=O N-(4-(3-(1,1-dioxido-4-oxo-1,2,5-thiadiazolidin-2-yl)-2-fluoro-4-hydroxyphenyl)but-3-yn-2-yl)methanesulfonamide